ClC=1C(=C(C=CC1F)[C@H](NC(=O)N1[C@@H](C(NCC1)=O)C)[C@@H]1C[C@@H](C1)OC(F)F)F (2R)-N-((R)-(3-chloro-2,4-difluorophenyl)(cis-3-(difluoromethoxy)cyclobutyl)methyl)-2-methyl-3-oxopiperazine-1-carboxamide